2,6-dichloro-4-(trifluoromethyl)pyridine Methyl-4-(3-(3-(6-methylpyridin-3-yl)ureido)-2-(trifluoromethylsulfonyloxy)benzyl)piperazine-1-carboxylate COC(=O)N1CCN(CC1)CC1=C(C(=CC=C1)NC(=O)NC=1C=NC(=CC1)C)OS(=O)(=O)C(F)(F)F.ClC1=NC(=CC(=C1)C(F)(F)F)Cl